C(C)(C)(C)OC(N(C1=NC(=CC=C1NC(C1=C(C=C(C(=C1)Cl)F)Br)=O)OC)CCCC1=C(C(=CC=C1N)F)F)=O (3-(6-amino-2,3-difluorophenyl)propyl)(3-(2-bromo-5-chloro-4-fluorobenzamido)-6-methoxypyridin-2-yl)-carbamic acid tert-butyl ester